phenylmethoxy-octadecanoyl-sulfonic acid C1(=CC=CC=C1)COCCCCCCCCCCCCCCCCCC(=O)S(=O)(=O)O